O=C1CC2=CC=CC=C2C12CCNCC2 2-oxo-3H-spiro[indene-1,4'-piperidine]